C(C)(=O)N1[C@@H](CN(CC1)C(C=C(Cl)Cl)=O)C1=CC(=CC(=C1)C=1N=NN(N1)C)Cl (R)-1-(4-acetyl-3-(3-chloro-5-(2-methyl-2H-tetrazol-5-yl)phenyl)piperazin-1-yl)-3,3-dichloroprop-2-en-1-one